2-(4-(3,5-bis(trifluoromethyl)phenyl)-1H-1,2,3-triazol-1-yl)pyrimidine FC(C=1C=C(C=C(C1)C(F)(F)F)C=1N=NN(C1)C1=NC=CC=N1)(F)F